C1(CC1)N1[C@H](CN(CC1)C1CCN(CC1)C1=NC(=C(C=C1NC(C=C)=O)NC1=NC=NC(=C1)N1OCC[C@@H]1C1=CC(=CC(=C1)F)F)OC)C N-(2-(4-((S)-4-cyclopropyl-3-methylpiperazin-1-yl)piperidin-1-yl)-5-((6-((R)-3-(3,5-difluorophenyl)isooxazolidin-2-yl)pyrimidin-4-yl)amino)-6-methoxypyridin-3-yl)acrylamide